(S)-4-(2-chloro-6-((methylsulfonyl)-methyl)pyrimidin-4-yl)-3-ethylmorpholine ClC1=NC(=CC(=N1)N1[C@H](COCC1)CC)CS(=O)(=O)C